Cl.NC\C=C(\CN1N=NC2=C1C=CC=C2C=2C=C(C=CC2OC)S(=O)(=O)NC2CC2)/F (Z)-3-(1-(4-amino-2-fluorobut-2-en-1-yl)-1H-benzo[d][1,2,3]triazole-4-yl)-N-cyclopropyl-4-methoxybenzenesulfonamide hydrochloride